(S)-2-((1-((1,1-bis(4-methoxyphenyl)prop-1-en-2-yl)amino)-1-oxopropan-2-yl)carbamoyl)-4-methoxypyridin-3-yl acetate C(C)(=O)OC=1C(=NC=CC1OC)C(N[C@H](C(=O)NC(=C(C1=CC=C(C=C1)OC)C1=CC=C(C=C1)OC)C)C)=O